4-[2-({4-[3-(4-Fluorophenyl)-5-methyl-4-oxo-4,5,6,7-tetrahydro-1H-pyrrolo[3,2-c]pyridin-2-yl]pyridin-2-yl}amino)-2-oxoethyl]-N-(2-methoxyethyl)benzamid FC1=CC=C(C=C1)C1=C(NC2=C1C(N(CC2)C)=O)C2=CC(=NC=C2)NC(CC2=CC=C(C(=O)NCCOC)C=C2)=O